tert-butyl 2-(diethoxyphosphoryl)-3-(3-(1-(4-(trifluoromethyl)phenyl)cyclopropyl)-1,2,4-oxadiazol-5-yl)butanoate C(C)OP(=O)(OCC)C(C(=O)OC(C)(C)C)C(C)C1=NC(=NO1)C1(CC1)C1=CC=C(C=C1)C(F)(F)F